C(CCC)S(=O)C1=C(C=2C(=NC(=CC2C(F)(F)F)C=2C=NC=CC2)S1)N (butylsulfinyl)-6-(pyridin-3-yl)-4-(trifluoromethyl)thieno[2,3-b]pyridin-3-amine